tert-butyl (S)-2-((tert-butoxycarbonyl) amino)-3-(4-cyanophenyl)propanoate C(C)(C)(C)OC(=O)N[C@H](C(=O)OC(C)(C)C)CC1=CC=C(C=C1)C#N